BrC1=C(C=C(C=C1)C1=CC=C(C#N)C=C1)C=O 4-(4-Bromo-3-formyl-phenyl)-benzonitrile